2,4-bis(3-bromophenyl)s-triazine BrC=1C=C(C=CC1)C1=NC=NC(=N1)C1=CC(=CC=C1)Br